ClC=1C=NN(C1C[C@@H]1N(C(C2=C(C=CC=C12)F)=O)CC1CC2(C1)OC(NC2)=O)C (2s,4R)-2-(((S)-1-((4-chloro-1-methyl-1H-pyrazol-5-yl)methyl)-4-fluoro-3-oxoisoindolin-2-yl)methyl)-5-oxa-7-azaspiro[3.4]octan-6-one